CC1(CC(N(CCC1)S(=O)(=O)C1=CC=CC=C1)\C=C\C1=CC=CC=C1)C (E)-4,4-dimethyl-1-(phenylsulfonyl)-2-styrylazepane